C1(CC1)[C@@H](C[C@H]1C(C1)(F)F)C1=CC=2N(N=C1)C=C(N2)[C@@H](NC(=O)C2=NON=C2C)C2CCC(CC2)(F)F |o1:5| N-((S)-(7-((R)-1-Cyclopropyl-2-((R*)-2,2-difluorocyclopropyl)ethyl)imidazo[1,2-b]pyridazin-2-yl)(4,4-difluorocyclohexyl)methyl)-4-methyl-1,2,5-oxadiazole-3-carboxamide